N-ethoxy-6-((6-methylpyridin-3-yl)amino)nicotinamide C(C)ONC(C1=CN=C(C=C1)NC=1C=NC(=CC1)C)=O